(2R,3S,4R,5R)-2-(((2-amino-3-bromoquinolin-7-yl)oxy)methyl)-5-(4-amino-7H-pyrrolo[2,3-d]pyrimidin-7-yl)-3-methyltetrahydrofuran-3,4-diol NC1=NC2=CC(=CC=C2C=C1Br)OC[C@H]1O[C@H]([C@@H]([C@@]1(O)C)O)N1C=CC2=C1N=CN=C2N